1-(trimethoxysilyl)octane tert-Butyl-((1-((9-((5-fluoro-2-methoxyphenyl)sulfonamido)-3,4-dihydro-2H-chromeno[8,7-d]isoxazol-5-yl)methyl)-1H-pyrazol-4-yl)methyl)carbamate C(C)(C)(C)N(C(O)=O)CC=1C=NN(C1)CC1=C2CCCOC2=C2C(=NOC2=C1)NS(=O)(=O)C1=C(C=CC(=C1)F)OC.CO[Si](CCCCCCCC)(OC)OC